1-(2-methoxyethyl)-3-(4'-(4,4,5,5-tetramethyl-1,3,2-dioxaborolan-2-yl)-[1,1'-biphenyl]-4-yl)piperidine COCCN1CC(CCC1)C1=CC=C(C=C1)C1=CC=C(C=C1)B1OC(C(O1)(C)C)(C)C